COC=1C=C(C=C(C1)C(C)NCCC)NC1=NC=C(C(=N1)NC=1C=CC2=C(NC(O2)=O)C1)C 5-(2-(3-methoxy-5-(1-(propylamino)ethyl)phenylamino)-5-methylpyrimidin-4-ylamino)benzo[d]oxazol-2(3H)-one